O=C1NC(CC[C@H]1N(C=1C=C(C=CC1)C1CCN(CC1)C(=O)OC(C)(C)C)C)=O |r| Racemic-tert-butyl 4-[3-[(2,6-dioxo-3-piperidyl)-methyl-amino]phenyl]piperidine-1-carboxylate